BrC=1C=CC=C2[C@@H](CCOC12)CN(C(OC(C)(C)C)=O)C |r| racemic-tert-butyl ((8-bromochroman-4-yl)methyl)(methyl)carbamate